1-(1,4-dioxan-2-yl)ethanone O1C(COCC1)C(C)=O